[Br-].BrC(CCC[N+](C)(C)C)CCCCC (4-bromononyl)trimethylammonium bromide